CC1=CCNC2=C(C=C(C=C12)NC(=O)C=1C=C2C(=NC1N1CCOCC1)COC2)C N-(4,8-dimethyl-1H-quinolin-6-yl)-2-morpholino-5,7-dihydrofuro[3,4-b]pyridine-3-carboxamide